[Nb].[Ce].[Sn].[Cr].[Ti] titanium chromium-tin-cerium-niobium